C1(=CC=CC=C1)N1CN(C2=C(C1)COC1=C2C=CC=C1)C1=CC=C(C=C1)C(C)(C)C 3-phenyl-1-(4-tert-butylphenyl)-3,4-dihydro-1H-benzopyrano[4,3-d]pyrimidine